COC=1C=C2C(=CC=NC2=CC1OC)OC1=C(C=C(C=C1)NC(=O)C1=CN(C(=C(C1=O)C1=CC=C(C=C1)F)C)C(C)C)F N-[4-(6,7-Dimethoxyquinolin-4-yl)oxy-3-fluorophenyl]-5-(4-fluorophenyl)-6-methyl-4-oxo-1-propan-2-ylpyridine-3-carboxamide